CCN(CC)C(C)C(=O)C1=CC=CC=C1 The molecule is an aromatic ketone that is propiophenone in which one of the hydrogens alpha- to the carbonyl is substituted by a diethylamino group. A central stimulant and indirect-acting sympathomimetic, it is an appetite depressant and is used as the hydrochloride as an anoretic in the short term management of obesity. It has a role as an appetite depressant. It is a tertiary amine and an aromatic ketone. It derives from a propiophenone.